C(CCCCCCCC)OC1=CC=CC=C1 O-nonylphenol